C[C@@]12CC(=O)O[C@@]13[C@@](C4=C(C(=C(N4)CC5=C(C(=C(N5)/C=C\\6/[C@H]([C@](/C(=C/C(=[NH+]3)[C@H]2CCC(=O)[O-])/N6)(C)CC(=O)[O-])CCC(=O)[O-])CC(=O)[O-])CCC(=O)[O-])CCC(=O)[O-])CC(=O)[O-])(C)O The molecule is a precorrin carboxylic acid anion that is the hexaanionic form of precorrin-3B. It is a conjugate base of a precorrin-3B. It is a conjugate acid of a precorrin-3B(7-).